N,N'-Disec.butylbenzidine C(C)(CC)NC1=CC=C(C=C1)C1=CC=C(NC(C)CC)C=C1